(S)-4-(1-(6-(4-fluoro-1H-pyrazol-1-yl)pyridin-3-yl)ethyl)-1-propyl-1,4,9-triazaspiro[5.5]undecane-2,5-dione FC=1C=NN(C1)C1=CC=C(C=N1)[C@H](C)N1CC(N(C2(C1=O)CCNCC2)CCC)=O